cytosine triphosphate OP(O)(=O)OP(=O)(O)OP(=O)(O)O.N1C(=O)N=C(N)C=C1